dimethyl-3,3'-dithiobis-alanine dimethyl ester COC([C@@H](N)CSSC[C@H](N(C)C)C(=O)OC)=O